BrC1=NN2C(N=C(C=C2NCC2(CCN(CC2)C(=O)N)C2=NC=C(C=C2)F)C(F)(F)F)=C1 4-(((2-Bromo-5-(trifluoromethyl)pyrazolo[1,5-a]pyrimidin-7-yl)amino)methyl)-4-(5-fluoropyridin-2-yl)piperidine-1-carboxamide